4-bromo-5-chloro-2,3-dimethyl-1H-indole-7-carboxylic acid BrC1=C2C(=C(NC2=C(C=C1Cl)C(=O)O)C)C